Lauramidopropyl-hydroxysulfonic acid C(CCCCCCCCCCC)(=O)NCCCOS(=O)(=O)O